BrC=1C(=C(N)C=C(C1I)F)C 3-bromo-5-fluoro-4-iodo-2-methyl-aniline